COC1(CN(C1)CCC)C(F)(F)F (S)-1-(3-Methoxy-3-trifluoromethylazetidin-1-yl)propane